(3aR,6R,7R,7aR)-6-Methoxy-2,2,5,5-tetramethyltetrahydro-5H-[1,3]dioxolo[4,5-b]pyran-7-yl carbamate C(N)(O[C@H]1[C@@H]2[C@H](OC([C@@H]1OC)(C)C)OC(O2)(C)C)=O